Tert-butyl (2-(5-bromo-6-(trifluoromethyl)pyrazin-2-yl)propan-2-yl)carbamate BrC=1N=CC(=NC1C(F)(F)F)C(C)(C)NC(OC(C)(C)C)=O